CN1C(CC(CC1(C)C)N(N1C(N(C(N(C1=O)N(C1CC(N(C(C1)(C)C)C)(C)C)C1CC(N(C(C1)(C)C)C)(C)C)=O)N(C1CC(N(C(C1)(C)C)C)(C)C)C1CC(N(C(C1)(C)C)C)(C)C)=O)C1CC(N(C(C1)(C)C)C)(C)C)(C)C 1,3,5-tris(N-(1,2,2,6,6-pentamethyl-4-piperidyl)-1,2,2,6,6-pentamethyl-4-piperidylamino)-s-triazine-2,4,6(1H,3H,5H)-trione